5-[6-chloro-3-(1H-imidazol-5-yl)-7-(trifluoromethyl)imidazo[1,2-a]pyrimidin-2-yl]-3-(trifluoromethyl)-1H-1,2,4-triazole Tri(2-Ethyl-2,3-dimethyl-1-butyl)citrat C(C)C(CC(C(C(C(=O)O)(CC(C(C)C)(CC)C)CC(C(C)C)(CC)C)(O)C(=O)O)C(=O)O)(C(C)C)C.ClC=1C(=NC=2N(C1)C(=C(N2)C2=NC(=NN2)C(F)(F)F)C2=CN=CN2)C(F)(F)F